9,9',9'',9'''-(4-(4,6-diphenylpyrimidin-2-yl)-6-(6-methylpyridin-2-yl)benzene-1,2,3,5-tetrayl)tetrakis(3-methyl-9H-carbazole) C1(=CC=CC=C1)C1=NC(=NC(=C1)C1=CC=CC=C1)C1=C(C(=C(C(=C1N1C2=CC=CC=C2C=2C=C(C=CC12)C)C1=NC(=CC=C1)C)N1C2=CC=CC=C2C=2C=C(C=CC12)C)N1C2=CC=CC=C2C=2C=C(C=CC12)C)N1C2=CC=CC=C2C=2C=C(C=CC12)C